2-chloro-4'-(((4-oxocyclohexyl)methyl)sulfonyl)-[1,1'-biphenyl]-4-carbonitrile ClC1=C(C=CC(=C1)C#N)C1=CC=C(C=C1)S(=O)(=O)CC1CCC(CC1)=O